N1=C(C=CC=C1)CC(N)(CC1=NC=CC=C1)CC1=NC=CC=C1 tri(2-picolyl)methyl-amine